CN(C1=CC=CC2=CC=CC=C12)C N,N-dimethylnaphthalen-1-amine